C(=O)O.N1(N=CC=C1)C1CN(CCC1)CC=1C=C(C=CC1Cl)C(CC(=O)O)C1=C(C2=C(N(N=N2)C)C(=C1)OC)C 3-(3-((3-(1H-pyrazol-1-yl)piperidin-1-yl)methyl)-4-chlorophenyl)-3-(7-methoxy-1,4-dimethyl-1H-benzo[d][1,2,3]triazol-5-yl)propanoic acid, formic acid salt